trimethyl-[(trimethoxysilyl)methylcyclopentadienyl]platinum (IV) C[Pt](C1(C=CC=C1)C[Si](OC)(OC)OC)(C)C